(2R,11R,11aR)-7-fluoro-2-hydroxy-6-isopropoxy-8,11-dimethyl-2,3,11,11a-tetrahydro-1H,5H-benzo[f]pyrrolo[2,1-c][1,4]Oxazepin-5-one FC=1C(=CC2=C(C(N3[C@@H]([C@H](O2)C)C[C@H](C3)O)=O)C1OC(C)C)C